BrC=1C=CC2=C(C3=C(O2)C=CC(=C3)C#N)C1 8-bromodibenzo[b,d]furan-2-carbonitrile